tert-butyl ((1r,3r)-3-(4-(tert-butyl)-3,5-difluorophenoxy)cyclobutyl)carbamate C(C)(C)(C)C1=C(C=C(OC2CC(C2)NC(OC(C)(C)C)=O)C=C1F)F